2-[5-(hydroxymethyl)imidazol-1-yl]-N-[(trans)-4-methoxycyclohexyl]quinoline-4-carboxamide OCC1=CN=CN1C1=NC2=CC=CC=C2C(=C1)C(=O)N[C@@H]1CC[C@H](CC1)OC